BrC1=CC(=C(C=C1)S(=O)(=O)Cl)C 4-bromo-2-methylbenzene-1-sulfonyl chloride